3-(5-(5-hydroxypent-1-yn-1-yl)-2-methyl-4-oxoquinazolin-3(4H)-yl)piperidine-2,6-dione OCCCC#CC1=C2C(N(C(=NC2=CC=C1)C)C1C(NC(CC1)=O)=O)=O